4-[(2-Cyanoethyl)methylamino]benzaldehyde C(#N)CCN(C1=CC=C(C=O)C=C1)C